C(C)(=O)OC[C@@H]1O[C@H]([C@@H]([C@H]1CC(=O)O)CC(=O)O)N1N=CC=2C1=NC(=NC2NOC2CCCC2)Cl.N2=CC=CC1=CC(=CC=C21)C(C(=O)N)(C(=O)N)C=2C=C1C=CC=NC1=CC2 bis(6-quinolyl)malonamide (2R,3R,4R,5R)-2-(acetoxymethyl)-5-(6-chloro-4-((cyclopentyloxy)amino)-1H-pyrazolo[3,4-d]pyrimidin-1-yl)tetrahydrofuran-3,4-diyl-diacetate